C(C)OC(C1=C(C=C(C=C1)O)O)=O 2,4-dihydroxybenzoic acid ethyl ester